C(C)(=O)C1=C(C(=NC(=N1)OC)OC)C(=O)NN acetyl-2,4-dimethoxypyrimidine-5-carbohydrazide